NC=1C=C(NC(=O)C2=CC=C(C=C2)N)C=CC1 3',4-diaminobenzeneanilide